COC(=O)C1=C(C(=C(C(=C1F)F)C1=CC(=C(C(=C1)C)OC)C)F)F 2,3,5,6-tetrafluoro-4'-methoxy-3',5'-dimethyl-[1,1'-biphenyl]-4-carboxylic acid methyl ester